COC=1C=C(C=CC1)N1C(=C2C(N(N=CC2=C1C)C=1C=NC=NC1)=O)C 6-(3-methoxyphenyl)-5,7-dimethyl-2-(pyrimidin-5-yl)-2,6-dihydro-1H-pyrrolo[3,4-d]pyridazin-1-one